4-amino-N,1-dimethyl-N-((3S)-6-((tetrahydrofuran-2-yl)ethynyl)-2,3-dihydrobenzofuran-3-yl)imidazo[1,5-a]quinoxaline-8-carboxamide NC=1C=2N(C3=CC(=CC=C3N1)C(=O)N([C@@H]1COC3=C1C=CC(=C3)C#CC3OCCC3)C)C(=NC2)C